C1(CC1)N1C=CC2=C(C=CC=C12)N1C(C2=CC(=C(C=C2C(=C1)C(=O)N1CCCCC1)OC)OC)=O 2-(1-cyclopropyl-1H-indol-4-yl)-6,7-dimethoxy-4-(piperidine-1-carbonyl)isoquinolin-1(2H)-one